ClC1=C(C=CC=C1)N1C=2N(C3=C(C1=O)C=NC(=N3)NC3=CC=C(C=C3)NCCC=3N=CNC3)C=CN2 6-(2-chlorophenyl)-2-[(4-{[2-(1H-imidazol-4-yl)ethyl]amino}phenyl)amino]imidazo[1,2-a]pyrimido[5,4-e]pyrimidin-5(6H)-one